[Br-].C(CCC)N1C2=C(N=C3C(N(C(N=C13)=O)CC[N+](C)(C)C)=O)C=C(C(=C2)C)C [2-(10-Butyl-7,8-dimethyl-2,4-dioxo-4,10-dihydro-2H-benzo[g]pteridin-3-yl)-ethyl]-trimethyl-ammonium bromid